BrC=1C(=CC=2C3=C(C(=NC2C1F)N1CC(C1)N(C)C)C=NN3[C@@H]3C[C@H](N(CC3)C(=O)OC(C)(C)C)CCO)Cl tert-butyl (2S,4S)-4-(7-bromo-8-chloro-4-(3-(dimethylamino)azetidin-1-yl)-6-fluoro-1H-pyrazolo[4,3-c]quinolin-1-yl)-2-(2-hydroxyethyl)piperidine-1-carboxylate